6-Fluoro-(benzothiazole) FC1=CC2=C(N=CS2)C=C1